(R)-4-(2-Amino-4-((1-hydroxy-2-methylhexan-2-yl)amino)pyrido[3,2-d]pyrimidin-7-yl)-5-((methylamino)methyl)pyridin-2(1H)-one NC=1N=C(C2=C(N1)C=C(C=N2)C2=CC(NC=C2CNC)=O)N[C@@](CO)(CCCC)C